2-(4-chlorophenyl)-1-(6-(pentafluoro-λ6-sulfanyl)indolin-1-yl)ethanone ClC1=CC=C(C=C1)CC(=O)N1CCC2=CC=C(C=C12)S(F)(F)(F)(F)F